(1S,2S)-N-(6-chloro-2-(methoxymethyl)pyrimidin-4-yl)-2-(4-methylpyrimidin-2-yl)cyclopropane-1-carboxamide ClC1=CC(=NC(=N1)COC)NC(=O)[C@@H]1[C@H](C1)C1=NC=CC(=N1)C